1-(4-chlorophenoxy)-1-(1H-imidazol-1-yl)-3,3-dimethyl-2-butanone ClC1=CC=C(OC(C(C(C)(C)C)=O)N2C=NC=C2)C=C1